COC(C(C)(NCC=1C=NC(=CC1)C)C)=O 2-Methyl-2-[(6-methylpyridin-3-yl)methylamino]propionic acid methyl ester